CC=1C=CC2=C(CC(CC(N2)=O)NC(OC(C)(C)C)=O)C1 Tert-butyl (7-methyl-2-oxo-2,3,4,5-tetrahydro-1H-1-benzazepin-4-yl)carbamate